2-acetyl-N-(2-acetyl-1,3-dioxo-2,3-dihydro-1H-inden-5-yl)-N-methyl-1,3-dioxo-2,3-dihydro-1H-indene-5-sulfonamide C(C)(=O)C1C(C2=CC=C(C=C2C1=O)S(=O)(=O)N(C)C=1C=C2C(C(C(C2=CC1)=O)C(C)=O)=O)=O